methyl 1-methyl-5-methylthio-1,2,4-triazole-3-formate CN1N=C(N=C1SC)C(=O)OC